ethyl (R)-1-((4-(trifluoromethoxy)phenyl)sulfonamido)-2,3-dihydro-1H-indene-1-carboxylate FC(OC1=CC=C(C=C1)S(=O)(=O)N[C@@]1(CCC2=CC=CC=C12)C(=O)OCC)(F)F